ClC=1C(=NC(=NC1)NC1=CC2=C(B(OC2)O)C(=C1)C(F)(F)F)N[C@@H]1COCC[C@H]1C#N (trans)-3-((5-chloro-2-((1-hydroxy-7-(trifluoromethyl)-1,3-dihydrobenzo[c][1,2]oxaborol-5-yl)amino)pyrimidin-4-yl)amino)tetrahydro-2H-pyran-4-carbonitrile